C(C=C)(=O)NC=1C(=CC(=C(C1)NC1=NC=C(C(=N1)N1CC(C2=CC(=C(C=C12)F)F)(C)C)C(=O)OC(C)C)OC)N(C)CCN(C)C isopropyl 2-((5-acrylamido-4-((2-(dimethylamino)ethyl)(methyl)amino)-2-methoxy-phenyl)amino)-4-(5,6-difluoro-3,3-dimethylindolin-1-yl)pyrimidine-5-carboxylate